C(C)(C)(C)C1C(CCCC1)O 2-tert-butylcyclohexanol